CN1N=NC2=C1C=CC(=C2C)[C@@H](CC(=O)OCC)C=2C=C(C1=C(C=CS1)C2)CN2CC1=C(C[C@@H](C2)CC)C=CC(=N1)O ethyl (3S)-3-(1,4-dimethyl-1H-benzotriazol-5-yl)-3-(7-{[(6S)-6-ethyl-2-hydroxy-5,6,7,9-tetrahydro-8H-pyrido[2,3-c]azepin-8-yl]methyl}-1-benzothiophen-5-yl)propanoate